1-(3,4-difluorophenyl)cyclopropane-1-ol FC=1C=C(C=CC1F)C1(CC1)O